C(=O)(C=C)Cl Acroyl Chloride